Methyl 2-(3-(((benzyloxy)carbonyl)amino)bicyclo[1.1.1]pentan-1-yl)acetate C(C1=CC=CC=C1)OC(=O)NC12CC(C1)(C2)CC(=O)OC